(6-Chloropyridine-2,3-diyl)dimethanol ClC1=CC=C(C(=N1)CO)CO